(1aR,5aR)-2-(2,4-Difluoro-phenyl)-1a,2,5,5a-tetrahydro-1H-2,3-diaza-cyclopropa[a]pentalene-4-carboxylic acid ((1S,2R)-2-hydroxy-cyclopentyl)-amide O[C@H]1[C@H](CCC1)NC(=O)C=1C=2C[C@@H]3[C@H](C2N(N1)C1=C(C=C(C=C1)F)F)C3